N1[C@@H](CCCC1)C(=O)O (2S)-piperidine-2-carboxylic acid